OCC=1C=NC=C(C(=O)O)C1 5-(hydroxymethyl)nicotinic acid